Tert-butyl 2-(pyridin-4-yloxy)-7-azaspiro[3.5]nonane-7-carboxylate N1=CC=C(C=C1)OC1CC2(C1)CCN(CC2)C(=O)OC(C)(C)C